(R)-N-((5-chloro-6-((3-methylisoxazol-5-yl)methoxy)-1H-indol-2-yl)methyl)-1-methylpyrrolidine-2-carboxamide ClC=1C=C2C=C(NC2=CC1OCC1=CC(=NO1)C)CNC(=O)[C@@H]1N(CCC1)C